C(C)N(S(=O)(=O)CCCCC)CC N,N-diethyl-amyl-sulfonamide